tert-butyl (4-(((5-((3,6-dichloro-9H-xanthen-9-yl)carbamoyl)-6-oxo-1,6-dihydropyrimidin-2-yl)thio)methyl)phenyl)carbamate ClC=1C=CC=2C(C3=CC=C(C=C3OC2C1)Cl)NC(=O)C1=CN=C(NC1=O)SCC1=CC=C(C=C1)NC(OC(C)(C)C)=O